O1CCN(CC1)C1CC=C(CC1)C=1C=C(C=2N=CN=C(C2N1)N[C@@H]1CNCCC1)C(=O)N 6-(4-morpholinocyclohex-1-en-1-yl)-4-(((S)-piperidin-3-yl)amino)pyrido[3,2-d]pyrimidine-8-carboxamide